COC[C@@H](C(N1CCN(CC1)C1=CC(=CC=C1)OC(F)(F)F)=O)NC(C([2H])([2H])[2H])=O (S)-N-(3-methoxy-1-oxo-1-(4-(3-(trifluoromethoxy)phenyl)piperazin-1-yl)propan-2-yl)acetamide-2,2,2-d3